chloro-5-iodo-2-methylbenzoate ClC=1C(=C(C(=O)[O-])C=C(C1)I)C